1-(4-((5-(1-(2,2-difluoroethyl)-1H-benzo[d][1,2,3]triazol-6-yl)-7H-pyrrolo[2,3-d]pyrimidin-2-yl)amino)piperidin-1-yl)ethan-1-one FC(CN1N=NC2=C1C=C(C=C2)C2=CNC=1N=C(N=CC12)NC1CCN(CC1)C(C)=O)F